4-fluoro-2-((1r,4r)-4-((2r,4as,6s,8ar)-6-heptyldecalin-2-yl)cyclohexyl)-1H-indole FC1=C2C=C(NC2=CC=C1)C1CCC(CC1)[C@H]1C[C@H]2CC[C@@H](C[C@@H]2CC1)CCCCCCC